C(CCC)S(=O)(=O)[O-] BUTANESULFONATE